C(CC)C1C(NC(N1)=O)=O 5-propylimidazolidine-2,4-dione